(cis)-1-benzenesulfonyl-4-{[4-ethyl-1-(3,3,3-trifluoropropionyl)pyrrolidin-3-yl]-methyl-amino}-1H-pyrrolo[2,3-b]pyridin-5-carbonitrile C1(=CC=CC=C1)S(=O)(=O)N1C=CC=2C1=NC=C(C2N(C)[C@@H]2CN(C[C@@H]2CC)C(CC(F)(F)F)=O)C#N